diiodoamide I[N-]I